FC1(CC(C1)CN1N=CC=C1C(=O)N)F 2-[(3,3-difluorocyclobutyl)methyl]-pyrazole-3-carboxamide